(4-propenoylpiperazin-1-yl)-N-cyclobutylpyrazine-2-carboxamide C(C=C)(=O)N1CCN(CC1)C=1C(=NC=CN1)C(=O)NC1CCC1